6-(2-amino-5-(4-(4-(2,2,2-trifluoroethyl)morpholin-3-yl)phenyl)pyridin-3-yl)-3,4-dihydroisoquinolin-1(2H)-one NC1=NC=C(C=C1C=1C=C2CCNC(C2=CC1)=O)C1=CC=C(C=C1)C1N(CCOC1)CC(F)(F)F